C(C)(C)(C)OC(=O)N[C@H](C(=O)OC)CC(C1=CC=CC=C1)=O methyl (S)-2-((tert-Butoxycarbonyl) amino)-4-oxo-4-phenylbutyrate